ClC1=CC=C(C=C1)[C@@]1(C(CN(CC1)C([C@@H](C(C)C)NC(=O)NCC(C)(C)O)=O)(C)C)O 1-[(2R)-1-[(4S)-4-(4-chlorophenyl)-4-hydroxy-3,3-dimethylpiperidin-1-yl]-3-methyl-1-oxobutan-2-yl]-3-(2-hydroxy-2-methylpropyl)urea